2-(dimethylamino)butanol methyl-(2R,7aR)-2-hydroxy-6-methylenetetrahydro-1H-pyrrolizine-7a(5H)-carboxylate CC1[C@H](CN2CC(C[C@]12C(=O)OCC(CC)N(C)C)=C)O